O1CCN(CC1)CC1=NC2=CC=CC=C2C(=N1)SCC(=O)C1=CC=C(S1)CCNC(C)=O N-(2-(5-(2-((2-(morpholinomethyl)quinazolin-4-yl)thio)acetyl)thiophen-2-yl)ethyl)acetamide